(S)-(4-(4-methylbenzo[d]oxazol-2-yl)-6,7-dihydro-1H-imidazo[4,5-c]pyridin-5(4H)-yl)(oxazol-5-yl)methanone CC1=CC=CC2=C1N=C(O2)[C@H]2N(CCC1=C2N=CN1)C(=O)C1=CN=CO1